2-(N-(1-(1-(naphthalen-1-yl)ethyl)piperidin-4-yl)methylsulfonamido)-N-(2-oxo-2-((prop-2-yn-1-yl-1,1-d2)amino)ethyl)acetamide C1(=CC=CC2=CC=CC=C12)C(C)N1CCC(CC1)N(S(=O)(=O)C)CC(=O)NCC(NC(C#C)([2H])[2H])=O